7-(1,4-diazacycloheptan-1-yl)-2-(2-methylimidazo[1,2-a]pyridin-6-yl)-4H-pyrido[1,2-a]pyrimidin-4-one N1(CCNCCC1)C=1C=CC=2N(C(C=C(N2)C=2C=CC=3N(C2)C=C(N3)C)=O)C1